3-hydroxybenzene OC=1C=CC=CC1